2-chloro-4-bromo-6-(chloromethyl)aniline ClC1=C(N)C(=CC(=C1)Br)CCl